C(CCCCCCCCCCCCCCCCC)OC1=C(C=C(C(=O)OC(C)C)C=C1)OC isopropyl 4-octadecyloxy-3-methoxybenzoate